C1(CCCC1)N1CCN(CC1)C1=CC=C(C=C1)NC(=O)C=1C(NC=CC1NC1=CN=CC2=C1OCCN2)=O N-(4-(4-Cyclopentylpiperazin-1-yl)phenyl)-4-((3,4-dihydro-2H-pyrido[4,3-b][1,4]oxazin-8-yl)amino)-2-oxo-1,2-dihydropyridine-3-carboxamide